(E)-2-cyano-N-(2-(methylsulfonamido)benzyl)-3-(1H-pyrrolo[2,3-b]pyridin-3-yl)acrylamide C(#N)/C(/C(=O)NCC1=C(C=CC=C1)NS(=O)(=O)C)=C\C1=CNC2=NC=CC=C21